4-(5-chloro-3-fluoro-2-formylphenyl)piperazine-1-carboxylic acid tert-butyl ester C(C)(C)(C)OC(=O)N1CCN(CC1)C1=C(C(=CC(=C1)Cl)F)C=O